C1(=CC=CC=C1)N1C2=CC=CC=C2C=2C=C(C=CC12)N(C1=CC=CC=C1)C=1C=CC=2N(C3=CC=CC=C3C2C1)C1=CC=CC=C1 3-[N-(9-phenylcarbazol-3-yl)-N-phenylamino]-9-Phenylcarbazole